methanetetrayltetrakis(methyleneoxyethylene) C(COC=C)(COC=C)(COC=C)COC=C